5-(4-[[(3R,4R)-1-benzyl-4-methylpiperidin-3-yl](methyl)amino]-5H,6H,7H,8H-pyrido[3,4-d]pyrimidin-7-yl)-4-chloro-2,3-dihydropyridazin-3-one C(C1=CC=CC=C1)N1C[C@@H]([C@@H](CC1)C)N(C=1C2=C(N=CN1)CN(CC2)C2=C(C(NN=C2)=O)Cl)C